CC=1C(=CC=NC1)N1C(C=CC=C1C)=O 5',6-dimethyl-2H-[1,4'-bipyridyl]-2-one